CN1CCC2CCCNC2C1 7-methyl-2,3,4,4a,5,6,8,8a-octahydro-1H-1,7-naphthyridine